BrC=1C=CC(=NC1)OC(C)(C)C 5-bromo-2-((R)-tert-butoxy)pyridine